4-chloro-5-(cyclopropylmethyl)-7-iodo-2-(2-methyl-2H-indazol-5-yl)-2,5-dihydro-3H-pyrrolo[3,2-c]pyridazin-3-one ClC1=C2C(=NN(C1=O)C1=CC3=CN(N=C3C=C1)C)C(=CN2CC2CC2)I